2-(3-amino-1,2,4-triazol-1-yl)ethanol NC1=NN(C=N1)CCO